ClC1=C(C=C(C=C1)N1C(CCCC12CCN(CC2)C#N)=O)F 1-(4-chloro-3-fluorophenyl)-2-oxo-1,9-diazaspiro[5.5]undecane-9-carbonitrile